(S)-2-((S)-4,4-difluoro-3-(5-(morpholinomethyl)-6-oxo-1,6-dihydropyridin-3-yl)piperidin-1-yl)-N-(2,2-difluoro-[1,3]dioxolo[4',5':4,5]benzo[1,2-d]thiazol-6-yl)propanamide FC1([C@H](CN(CC1)[C@H](C(=O)NC=1SC2=C(N1)C=C1C(=C2)OC(O1)(F)F)C)C1=CNC(C(=C1)CN1CCOCC1)=O)F